(3S,6S,9aS)-3-benzyl-6-isobutyl-8-isopentyl-2-(4-methylphenyl)hexahydro-4H-pyrazino[1,2-a]pyrazine-4,7(6H)-dione C(C1=CC=CC=C1)[C@@H]1N(C[C@@H]2N(C1=O)[C@H](C(N(C2)CCC(C)C)=O)CC(C)C)C2=CC=C(C=C2)C